4-chloro-1-fluoro-2-methylsulfonyl-benzene ClC1=CC(=C(C=C1)F)S(=O)(=O)C